4,4'-divinyl-biphenyl C(=C)C1=CC=C(C=C1)C1=CC=C(C=C1)C=C